FC1=CC=C(CN2C(C(=CC3=CC(=CN=C23)C(=C)C)C(=O)N[C@H](C)C2=CC=C(C=C2)F)=O)C=C1 (R)-1-(4-fluorobenzyl)-N-(1-(4-fluorophenyl)ethyl)-2-oxo-6-(prop-1-en-2-yl)-1,2-dihydro-1,8-naphthyridine-3-carboxamide